BrC1=CC2=CC=CC=C2C=C1OC 2-bromo-3-methoxynaphthalen